N-[(2S,3S)-3-(3-methyl-2-oxo-1,2-dihydropyridin-1-yl)-4-{[(cis)-4-phenylcyclohexyl]oxy}butan-2-yl]methanesulfonamide CC=1C(N(C=CC1)[C@@H]([C@H](C)NS(=O)(=O)C)CO[C@@H]1CC[C@@H](CC1)C1=CC=CC=C1)=O